(R)-N-(2-(2-fluorophenyl)pyridin-4-yl)-7-((1-Methylpyrrolidin-3-yl)oxy)-6-nitroquinazolin-4-amine FC1=C(C=CC=C1)C1=NC=CC(=C1)NC1=NC=NC2=CC(=C(C=C12)[N+](=O)[O-])O[C@H]1CN(CC1)C